6-(4-prop-2-enoyloxy-butoxycarbonyloxy)naphthalene-2-carboxylic acid C(C=C)(=O)OCCCCOC(=O)OC=1C=C2C=CC(=CC2=CC1)C(=O)O